BrC1=CC=C(C(=N1)C)N1C(N(C2=C1C(=CC=C2)C)CC(=O)OCC)=O ethyl 2-[3-(6-bromo-2-methyl-3-pyridyl)-4-methyl-2-oxo-benzimidazol-1-yl]acetate